FC1=C(C=CC(=C1)F)C1=CC(=CC=C1)[C@H](CC(=O)[O-])NC(=O)NC1=C(C2=C(N(C1=O)C)CCC2)[O-].[Na+].[Na+] sodium (S)-3-(2',4'-difluorobiphenyl-3-yl)-3-(3-(1-methyl-4-oxido-2-oxo-2,5,6,7-tetrahydro-1H-cyclopenta[b]pyridin-3-yl)ureido)propanoate